2-(2-((6-((1-(2-Amino-6-methylpyrimidin-4-yl)piperidin-4-yl)(3-(pyrrolidin-1-yl)benzyl)amino)hexyl)oxy)ethoxy)-N-(2-(2,6-dioxopiperidin-3-yl)-1,3-dioxoisoindolin-4-yl)acetamide NC1=NC(=CC(=N1)N1CCC(CC1)N(CCCCCCOCCOCC(=O)NC1=C2C(N(C(C2=CC=C1)=O)C1C(NC(CC1)=O)=O)=O)CC1=CC(=CC=C1)N1CCCC1)C